Cl.C1(NCCC2=CC=CC=C12)=O 3,4-dihydro-2H-isoquinolin-1-one hydrochloride